C(#N)C(C)(C)C1=CC=C(C=N1)N(C(OC(C)(C)C)=O)CC1=CC=C(C=C1)B1OC(C(O1)(C)C)(C)C tert-butyl (6-(2-cyanopropan-2-yl)pyridin-3-yl)(4-(4,4,5,5-tetramethyl-1,3,2-dioxaborolan-2-yl)benzyl)carbamate